C(C=C)(=O)OCCCCCCCCCCCCCC n-tetradecyl acrylate